C(C)(C)(C)[Si](C1=CC=CC=C1)(C1=CC=CC=C1)O[C@@H](CSC)C (R)-tert-butyl((1-(methylthio)prop-2-yl)oxy)diphenylsilane